N-(1-(1-(2-chloro-6-fluorophenyl)ethyl)-1H-pyrazol-4-yl)-5-(furan-2-yl)isoxazole-3-carboxamide ClC1=C(C(=CC=C1)F)C(C)N1N=CC(=C1)NC(=O)C1=NOC(=C1)C=1OC=CC1